Cl.C1(=CC=CC=C1)OC(N)=O carbamic acid phenyl ester hydrochloride